BrCC=1SC(=CC1)C1=CC=C(C=C1)F 2-bromomethyl-5-(4-fluorophenyl)thiophene